tridecyl 2,4-dihydroxy-6-(4-hydroxyphenethyl)benzoate OC1=C(C(=O)OCCCCCCCCCCCCC)C(=CC(=C1)O)CCC1=CC=C(C=C1)O